methyl 3-methylbenzoate (methyl m-toluate) CC1=C(C=CC=C1C(=O)O)C.CC=1C=C(C(=O)OC)C=CC1